3-iodo-N-(4-methoxyphenyl)-1-methyl-1H-indazole-5-carboxamide IC1=NN(C2=CC=C(C=C12)C(=O)NC1=CC=C(C=C1)OC)C